4-bromo-N3,N3,N5,N5-tetra(naphthalen-2-yl)-3'-(trifluoromethyl)-[1,1'-biphenyl]-3,5-diamine BrC1=C(C=C(C=C1N(C1=CC2=CC=CC=C2C=C1)C1=CC2=CC=CC=C2C=C1)C1=CC(=CC=C1)C(F)(F)F)N(C1=CC2=CC=CC=C2C=C1)C1=CC2=CC=CC=C2C=C1